benzylidene malonate (benzalmalonate) C(C1=CC=CC=C1)=C(C(=O)O)C(=O)O.C1(CC(=O)OC(C2=CC=CC=C2)O1)=O